N-[2-fluoro-3-[5-(4-methylpyrimidin-2-yl)-1H-pyrrolo[2,3-b]pyridine-3-carbonyl]phenyl]pyrrolidine FC1=C(C=CC=C1C(=O)C1=CNC2=NC=C(C=C21)C2=NC=CC(=N2)C)N2CCCC2